5-(5-(3,3-difluoroazetidin-1-yl)-3-fluoropyridin-2-yl)-1-methyl-1H-pyrrole-3-carboxamide FC1(CN(C1)C=1C=C(C(=NC1)C1=CC(=CN1C)C(=O)N)F)F